FC1=C(C(=C2CCCC2=C1)NC(=O)N=S(=O)(N)C=1C=NN2C1OCCC2)C(C)C N'-((6-fluoro-5-isopropyl-2,3-dihydro-1H-inden-4-yl)carbamoyl)-6,7-dihydro-5H-pyrazolo[5,1-b][1,3]oxazine-3-sulfonimidamide